N-((1r,4r)-4-aminobicyclo[2.2.1]hept-1-yl)-2-(4-isobutoxy-3-isopropyl-6-oxopyridazin-1(6H)-yl)acetamide NC12CCC(CC1)(C2)NC(CN2N=C(C(=CC2=O)OCC(C)C)C(C)C)=O